O=C1CC(C1)C(=O)OCCC(C)CCC=C(C)C Citronellyl 3-oxocyclobutanecarboxylate